2-(4,4-difluoroazepan-1-yl)-N-[1-(methylsulfonyl)-1H-pyrrolo[2,3-b]pyridin-3-yl]-5-(trifluoromethyl)pyridine-3-carboxamide 9-oxo-9H-thioxanthene-4-carbothioate O=C1C2=CC=CC=C2SC=2C(=CC=CC12)C(O)=S.FC1(CCN(CCC1)C1=NC=C(C=C1C(=O)NC1=CN(C2=NC=CC=C21)S(=O)(=O)C)C(F)(F)F)F